C1CC12CCN(CC2)C(C(C)NC(=O)C2=NOC(=N2)C2=C(C=CC(=C2)F)F)=O N-[1-(6-azaspiro[2.5]octan-6-yl)-1-oxopropan-2-yl]-5-(2,5-difluorophenyl)-1,2,4-oxadiazole-3-carboxamide